5-methyl-3-[(phenyl)(4-methylbenzenesulfonyl)methyl]-1H-Indole CC=1C=C2C(=CNC2=CC1)C(S(=O)(=O)C1=CC=C(C=C1)C)C1=CC=CC=C1